(5R)-5-[[(Z)-(4-amino-8-methoxy-5,5-dimethyl-benzo[h]quinazolin-6-ylidene)amino]oxymethyl]oxazolidin-2-one NC1=NC=NC=2C3=C(\C(\C(C12)(C)C)=N/OC[C@H]1CNC(O1)=O)C=C(C=C3)OC